C(CC)[N+](CCC)(CCC)CCC.FC(C(C(C(C(C(C(C(F)(F)F)(F)F)(F)F)(F)F)(F)F)(F)F)(F)F)(S(=O)(=O)[O-])F perfluorooctanesulfonic acid tetrapropylammonium salt